COC1=C(C=CC=C1C1=NN(C=N1)C)NC1=CC(=NC=C1C(CC)=O)NC1=NC(N(C=C1)C[C@H]1OCC1)=O (S)-4-((4-((2-methoxy-3-(1-methyl-1H-1,2,4-triazol-3-yl)phenyl)amino)-5-propionylpyridin-2-yl)amino)-1-(oxetan-2-ylmethyl)pyrimidin-2(1H)-one